(S)-quinuclidin-3-ol N12C[C@H](C(CC1)CC2)O